tert-butyl 2-(3-methoxyoxetan-3-yl)-4-methyl-3',6'-dihydro-[3,4'-bipyridine]-1'(2'H)-carboxylate COC1(COC1)C1=NC=CC(=C1C=1CCN(CC1)C(=O)OC(C)(C)C)C